(5-methyl-4,5,6,7-tetrahydrothiazolo[5,4-c]pyridin-2-yl)methylamine CN1CC2=C(CC1)N=C(S2)CN